FC1CC(CNC1)N 5-fluoropiperidin-3-amine